(1S,4S)-2-(4-bromophenyl)-5-methyl-2,5-diazabicyclo[2.2.1]heptane BrC1=CC=C(C=C1)N1[C@@H]2CN([C@H](C1)C2)C